3-((4-(5-chloro-1-((4-fluoropiperidin-4-yl)methyl)-1H-indol-7-yl)pyrrolo[2,1-f][1,2,4]triazin-6-yl)methyl)pyrimidine-2,4(1H,3H)-dione ClC=1C=C2C=CN(C2=C(C1)C1=NC=NN2C1=CC(=C2)CN2C(NC=CC2=O)=O)CC2(CCNCC2)F